BrC1=CC=C(NC(C[Se]C2=CC=CC=C2)C2=CC=CC=C2)C=C1 4-bromo-N-(1-phenyl-2-(phenylseleno)ethyl)aniline